4-(3-(Dimethylamino)phenyl)thiazol-2-amine CN(C=1C=C(C=CC1)C=1N=C(SC1)N)C